ClC=1C(=C(C(NC1C(C)CC)=O)C#N)C(C)CC 5-chloro-4,6-di-sec-butyl-3-cyanopyridone